N-[4-chloro-2-[(di-2-propyl-lambda4-sulfanylidene)carbamoyl]-6-methyl-phenyl]-2-(3-chloro-2-pyridyl)-5-(trifluoro-methyl)pyrazole-3-carboxamide ClC1=CC(=C(C(=C1)C)NC(=O)C=1N(N=C(C1)C(F)(F)F)C1=NC=CC=C1Cl)C(N=S(C(C)C)C(C)C)=O